4-chloro-6-[methyl(propan-2-yl)amino]-2,3-dihydro-1H-pyrrolo[3,4-c]pyridin-1-one ClC1=NC(=CC2=C1CNC2=O)N(C(C)C)C